3-(Chloromethyl)-5-(3-(difluoromethoxy)-4-fluorophenyl)-2-methylpyrazine ClCC=1C(=NC=C(N1)C1=CC(=C(C=C1)F)OC(F)F)C